FC1=C(C=CC(=C1)OC)C1=NN2C(CN([C@@H](C2)C)C(=O)OC(C)(C)C)=C1C1=CC=NC=C1 |r| rac-tert-butyl (RS)-2-(2-fluoro-4-methoxyphenyl)-6-methyl-3-(pyridin-4-yl)-6,7-dihydropyrazolo[1,5-a]pyrazine-5(4H)-carboxylate